COCOC1=C(C=CC=C1)C=1N=NC=2NC=3CCN(C(C3C2C1)C)C1=NC=CC(=N1)N1CCN(CC1)C(=O)OC(C)(C)C Tert-butyl 4-[2-[12-[2-(methoxymethoxy)phenyl]-3-methyl-4,8,10,11-tetrazatricyclo[7.4.0.02,7]trideca-1(9),2(7),10,12-tetraen-4-yl]pyrimidin-4-yl]piperazine-1-carboxylate